tert-butyl N-(tert-butoxycarbonyl)-N-[4-(3-[[3-fluoro-2-(methylsulfanyl)phenyl]amino]-4-oxo-1H,5H,6H,7H-pyrrolo[3,2-c]pyridin-2-yl)pyrimidin-2-yl]carbamate C(C)(C)(C)OC(=O)N(C(OC(C)(C)C)=O)C1=NC=CC(=N1)C1=C(C=2C(NCCC2N1)=O)NC1=C(C(=CC=C1)F)SC